C(C)(C)(C)OC(=O)N1C(CN(CC1)C1CCC(CC1)C1=NC(=C2C(=NC=NN21)N)C2=C(C=C(C=C2)OC2=CC=CC=C2)F)C 4-(4-(4-amino-5-(2-fluoro-4-phenoxyphenyl)imidazo[5,1-f][1,2,4]triazin-7-yl)cyclohexyl)-2-methylpiperazine-1-carboxylic acid (S)-tert-butyl ester